(S)-4-((2-Chloro-5-((1,3-dimethyl-1H-pyrazol-4-yl)ethynyl)pyridin-4-yl)amino)butan-2-ol ClC1=NC=C(C(=C1)NCC[C@H](C)O)C#CC=1C(=NN(C1)C)C